2-methyl-5,7-dibromo-8-hydroxyquinoline CC1=NC2=C(C(=CC(=C2C=C1)Br)Br)O